sodium 2,3,5-triiodobenzoate IC1=C(C(=O)[O-])C=C(C=C1I)I.[Na+]